4-allyl-1-(1-(naphthalen-1-yl)ethyl)piperidine-4-carboxylate C(C=C)C1(CCN(CC1)C(C)C1=CC=CC2=CC=CC=C12)C(=O)[O-]